2-[[3-methyl-5-(6-methyl-3-pyridinyl)triazol-4-yl]methyl]-5-[rac-(2s,6r)-2,6-dimethylmorpholin-4-yl]pyridazin-3-one CN1N=NC(=C1CN1N=CC(=CC1=O)N1C[C@@H](O[C@@H](C1)C)C)C=1C=NC(=CC1)C |r|